isopropyl (S)-6-diazo-2-((S)-2-methoxy-2-(5-methoxypyridin-2-yl)acetamido)-5-oxohexanoate [N+](=[N-])=CC(CC[C@@H](C(=O)OC(C)C)NC([C@H](C1=NC=C(C=C1)OC)OC)=O)=O